FC1=CC=C(C=C1)C1=CC2(C1)CN(CC2)C(=O)C=2C=C1CN(C(C1=CC2)=O)C2C(NC(CC2)=O)=O 3-(5-(2-(4-fluorophenyl)-6-azaspiro[3.4]oct-1-ene-6-carbonyl)-1-oxoisoindolin-2-yl)piperidine-2,6-dione